1-(3,5-difluorophenyl)ethan-1-one FC=1C=C(C=C(C1)F)C(C)=O